C(C)(C)(C)N(C(O)=O)CCOCCOCCOCCOCCC(=O)NC=1C=CC2=CC3=CC=C(C=C3N=C2C1)N.FC(OC1CC(N(C1)C(CNC(CCCOC1=CC=C(C=C1)F)=O)=O)C(=O)N)F 4-(difluoromethoxy)-1-((4-(4-fluorophenoxy)butanoyl)glycyl)pyrrolidine-2-carboxamide tert-butyl-(15-((6-aminoacridin-3-yl)amino)-15-oxo-3,6,9,12-tetraoxapentadecyl)carbamate